CC(CN)(CN)C dimethyl-1,3-diaminopropane